C(C)OC(=O)C=1OC(C(C1C1=C(C=C(C=C1)F)[N+](=O)[O-])C)(C(F)(F)F)C 3-(4-fluoro-2-nitrophenyl)-4,5-dimethyl-5-(trifluoromethyl)-4,5-dihydrofuran-2-carboxylic acid ethyl ester